6-fluoro-3-hydroxypyrazine-2-carboxamide hydrochloride Cl.FC1=CN=C(C(=N1)C(=O)N)O